1-((S)-2-(3-((2-(4-hydroxy-4-methylpiperidin-1-yl)pyrimidin-4-yl)amino)-8-((2R,3S)-2-methyl-3-((methylsulfonyl)methyl)azetidin-1-yl)isoquinolin-5-yl)pyrrolidin-1-yl)prop-2-en-1-one OC1(CCN(CC1)C1=NC=CC(=N1)NC=1N=CC2=C(C=CC(=C2C1)[C@H]1N(CCC1)C(C=C)=O)N1[C@@H]([C@H](C1)CS(=O)(=O)C)C)C